Cl.FC(C=1C=NC(=NC1)NC12CC(C1)(C2)N)(F)F N1-(5-(trifluoromethyl)pyrimidin-2-yl)bicyclo[1.1.1]pentane-1,3-diamine hydrochloride